ethyl 4-azido-2-((4-methoxyphenyl) amino)-3,3-diphenylbutyrate N(=[N+]=[N-])CC(C(C(=O)OCC)NC1=CC=C(C=C1)OC)(C1=CC=CC=C1)C1=CC=CC=C1